C(CCCC)\C(=C/C(=O)OCCCCCCCCBr)\CCCCCCCC 8-bromooctyl (E)-3-pentylundec-2-enoate